ClC(C1=NC(=NO1)C1=CC=2N(C=C1)C=C(N2)CC(=O)N=S(C=2C=NC=CC2)(=O)C)(F)F 2-(7-(5-(chlorodifluoromethyl)-1,2,4-oxadiazol-3-yl)imidazo[1,2-a]pyridin-2-yl)-N-(methyl(oxo)(pyridin-3-yl)-λ6-sulfaneylidene)acetamide